FC(CN1C(=NC=2C1=NC(=CC2)C=2C=CN1N=C(N=CC12)N[C@@H]1C[C@H](C1)N1CCOCC1)C)F 5-(3-(2,2-difluoroethyl)-2-methyl-3H-imidazo[4,5-b]pyridin-5-yl)-N-(trans-3-morpholinocyclobutyl)pyrrolo[2,1-f][1,2,4]triazin-2-amine